ClC=1C=C2C(=NC(=NC2=C(C1C1=CC(=CC2=CC=CC=C12)O)F)OCC1=CC=NN1)N1CC2CCC(C1)N2 4-(6-chloro-4-{3,8-diazabicyclo[3.2.1]octan-3-yl}-8-fluoro-2-[(1H-pyrazol-5-yl)methoxy]quinazolin-7-yl)naphthalen-2-ol